B([O-])(O)O.IC1=C(C(C(=O)O)=CC=C1)OF.[Na+] Sodium Iodofluorosalicylate Borate